C(CC(CCCCC)O)O octan-1,3-diol